C1(C=CC(N1C1=CC=C(C=C1)CCCC(=O)ON1C(C(CC1=O)S(=O)(=O)O)=O)=O)=O sulfosuccinimidyl 4-[p-maleimidophenyl]butyrate